13-(1-(tert-Butoxycarbonyl)piperidin-4-yl)-2,2-dimethyl-4,14-dioxo-3,7,10-trioxa-13-azaheptadecane-17-carboxylic acid C(C)(C)(C)OC(=O)N1CCC(CC1)N(CCOCCOCCC(OC(C)(C)C)=O)C(CCCC(=O)O)=O